2-Cyclopropyl-N-(3-methyl-4-(4,4,5,5-tetramethyl-1,3,2-dioxaborolan-2-yl)phenyl)acrylamide C1(CC1)C(C(=O)NC1=CC(=C(C=C1)B1OC(C(O1)(C)C)(C)C)C)=C